1-(4-(5-(2-(morpholine-4-carbonyl)-1H-pyrrolo[2,3-b]pyridin-4-yl)pyridin-3-yl)phenyl)pyrrolidin-2-one N1(CCOCC1)C(=O)C1=CC=2C(=NC=CC2C=2C=C(C=NC2)C2=CC=C(C=C2)N2C(CCC2)=O)N1